FC=1C=C(C=CC1NC1=NC=C2C=CC(=NC2=C1)[C@H](C)C1CCN(CC1)C)N1N=C(C=C1)CO |r| (R) and (S)-[1-[3-fluoro-4-([2-[1-(1-methylpiperidin-4-yl)ethyl]-1,6-naphthyridin-7-yl]Amino)phenyl]Pyrazol-3-yl]Methanol